3-butyl-3-ethyl-5-(4-fluorophenyl)-8-(hydroxymethyl)-7-(methylsulfanyl)-2,3,4,5-tetrahydro-1,5-benzothiazepine 1,1-dioxide C(CCC)C1(CS(C2=C(N(C1)C1=CC=C(C=C1)F)C=C(C(=C2)CO)SC)(=O)=O)CC